N1CC(C1)N1CCN(CC1)C1=CC(=C(C(=O)N(C)C)C=C1)Cl 4-(4-(azetidin-3-yl)piperazin-1-yl)-2-chloro-N,N-dimethylbenzamide